FC1=CC=C2[C@@H]([C@H](COC2=C1)N1C[C@@H](CC1)OC)NC1=CC=CC=2N(C(=NC21)C(F)(F)F)COCC[Si](C)(C)C N-((3R,4S)-7-fluoro-3-((R)-3-methoxypyrrolidin-1-yl)chroman-4-yl)-2-(trifluoromethyl)-1-((2-(trimethylsilyl)ethoxy)methyl)-1H-benzo[d]imidazol-4-amine